C1(CC1)C1=C(C=CC(=C1)N1C2CN(C(C1)C2)C)NC2=NC=C(C(=N2)NCCCN2CCOCCC2=O)C(F)F 4-(3-((2-((2-cyclopropyl-4-(5-methyl-2,5-diazabicyclo[2.2.1]heptan-2-yl)phenyl)amino)-5-(difluoromethyl)pyrimidin-4-yl)amino)propyl)-1,4-oxazepan-5-one